2-(4-chlorobenzyl)-N-[2-(dimethylamino)-2-oxoethyl]-8-methyl-4,5-dihydro-2H-furo[2,3-g]indazole-7-carboxamide ClC1=CC=C(CN2N=C3C4=C(CCC3=C2)OC(=C4C)C(=O)NCC(=O)N(C)C)C=C1